7-bromobenzo[d][1,3]dioxol-4-ol BrC1=CC=C(C2=C1OCO2)O